FC1=CC=C(OC2=C(C=C(C=C2)N2C(N(C(NC2=O)=O)C2=CC(=CC=C2)C)=O)CN2C=NC=C2)C=C1 1-[4-(4-Fluorophenoxy)-3-[(1H-imidazol-1-yl)methyl]phenyl]-3-(3-methylphenyl)-1,3,5-triazine-2,4,6-trione